C(CC)C1CCCC(O1)=O Tetrahydro-6-propyl-2H-pyran-2-one